3-[(cyclopropylmethyl)amino]-N-[2,6-dibromo-4-(1,1,1,2,3,3,3-heptafluoroprop-2-yl)phenyl]-4-fluorobenzamide C1(CC1)CNC=1C=C(C(=O)NC2=C(C=C(C=C2Br)C(C(F)(F)F)(C(F)(F)F)F)Br)C=CC1F